C(C)OC(=O)COC(C(CCC)=O)=O ethoxycarbonylmethyl-2-oxopentanoate